tert-butyl 5-(3-(benzyloxy)phenyl)-5,8-diazaspiro[3.5]nonane-8-carboxylate C(C1=CC=CC=C1)OC=1C=C(C=CC1)N1C2(CCC2)CN(CC1)C(=O)OC(C)(C)C